ClC=1C(N(C(=CC1[C@@H]1[C@H](C1)C1=CC=C(C=C1)F)C)C1=CC(=NC=C1C)C1=CN=C(N1C)C(=O)O)=O 5-(3-chloro-4-((1S,2S)-2-(4-fluorophenyl)cyclopropyl)-5',6-dimethyl-2-oxo-2H-[1,4'-bipyridin]-2'-yl)-1-methyl-1H-imidazole-2-carboxylic acid